(S)-5-(3-But-2-ynamidopiperidin-1-yl)-2,3-dioxo-pyridine C(C#CC)(=O)N[C@@H]1CN(CCC1)C1=CC(C(N=C1)=O)=O